3-[5-amino-2-[2-[4-[2-(3,3-difluoro-3-phosphonopropoxy)ethoxy]-2-methylphenyl]ethyl]benzo[f][1,7]naphthyridin-8-yl]propanoic acid NC1=NC2=C(C=3C=C(C=NC13)CCC1=C(C=C(C=C1)OCCOCCC(P(=O)(O)O)(F)F)C)C=CC(=C2)CCC(=O)O